bis[4-(3,4-dicarboxyphenoxy) phenyl] ether C(=O)(O)C=1C=C(OC2=CC=C(C=C2)OC2=CC=C(C=C2)OC2=CC(=C(C=C2)C(=O)O)C(=O)O)C=CC1C(=O)O